6-(4-Amino-2,6-dichlorobenzyl)-2-(3-fluorophenyl)pyridazin-3(2H)-one NC1=CC(=C(CC=2C=CC(N(N2)C2=CC(=CC=C2)F)=O)C(=C1)Cl)Cl